1-[[2-(hydroxymethyl)-6-(trifluoromethyl)imidazo[2,1-b][1,3,4]thiadiazol-5-yl]methyl]-3-[(1R,2R)-2-(trifluoro-methyl)-cyclopropyl]-2H-pyrrol-5-one OCC1=NN2C(S1)=NC(=C2CN2CC(=CC2=O)[C@H]2[C@@H](C2)C(F)(F)F)C(F)(F)F